NC=1C=2N(C3=CC(=C(C=C3N1)F)C(=O)N1[C@@H]3[C@H](O[C@H](C1)C)CC=1C=C(C=CC13)OC(F)(F)F)C=NC2 (4-amino-7-fluoroimidazo[1,5-a]quinoxalin-8-yl)((2S,4aS,9aR)-2-methyl-7-(trifluoromethoxy)-2,3,9,9a-tetrahydroindeno[2,1-b][1,4]oxazin-4(4aH)-yl)methanone